C(C)(C)(C)N1CCN(CC1)C=1C=C(C=CC1)C1=NC=CC(=C1OC)C1=CC(=C(C=C1)N1C(N(C=C1)C)=O)Cl 1-(4-(2-(3-(4-(tert-butyl)piperazin-1-yl)phenyl)-3-methoxypyridin-4-yl)-2-chlorophenyl)-3-methyl-1H-imidazol-2(3H)-one